2-({4-[3-(2-chloro-4-methylphenoxy)benzoyl]piperazin-1-yl}methyl)-1-[(1-ethyl-1H-imidazol-5-yl)methyl]-1H-1,3-benzodiazole-6-carboxylic acid ClC1=C(OC=2C=C(C(=O)N3CCN(CC3)CC3=NC4=C(N3CC3=CN=CN3CC)C=C(C=C4)C(=O)O)C=CC2)C=CC(=C1)C